tri(2-allylphenoxy)triphenoxycyclotriphosphazene C(C=C)C1=C(OP2(=NP(=NP(=N2)(OC2=CC=CC=C2)OC2=C(C=CC=C2)CC=C)(OC2=CC=CC=C2)OC2=C(C=CC=C2)CC=C)OC2=CC=CC=C2)C=CC=C1